OC[C@H](C1=CC=CC=C1)NC1=CC(=NC=C1C=1OC=NN1)NC1=CC=C2C(N3N(C2=C1)C(C=CC3)=O)=O (S)-3-((4-((2-hydroxy-1-phenylethyl)amino)-5-(1,3,4-oxadiazol-2-yl)pyridin-2-yl)amino)-11H-pyridazino[1,2-a]indazole-6,11(9H)-dione